BrC1=NC=C(C(=C1)N[C@@H]1C[C@@H](CCC1)NC(OC(C)(C)C)=O)[N+](=O)[O-] tert-butyl ((1R,3S)-3-((2-bromo-5-nitropyridin-4-yl)amino)cyclohexyl)carbamate